3-methylbenzenol CC=1C=C(C=CC1)O